COC(=O)C1=CC2=C(N=C(N2CC2=CN=CN2CC)CC2CC=C(CC2)C2=NC=C(C(=N2)O)F)S1 1-((1-ethyl-1H-imidazol-5-yl)methyl)-2-((4-(5-fluoro-4-hydroxypyrimidin-2-yl)cyclohex-3-ene-1-yl)methyl)-1H-thieno[2,3-d]imidazole-5-carboxylic acid methyl ester